C(C)(C)(C)OC(=O)N1CCC(CC1)N1N=C(C(=C1)N)C(F)F 4-(4-amino-3-(Difluoromethyl)-1H-pyrazol-1-yl)piperidine-1-carboxylic acid tert-butyl ester